C(CC)(=O)OC1=C(C(NC12COC1(CCOCC1)OC2)=O)C2=C(C=C(C=C2C)Cl)OC 3-(4-chloro-2-methoxy-6-methylphenyl)-2-oxo-7,11,14-trioxa-1-azadispiro[4.2.58.25]pentadec-3-en-4-yl propionate